C(C1CO1)OCC(C(=O)[O-])(C)COCC1CO1.C(CCC)[P+](CCCC)(CCCC)CCCC tetrabutylphosphonium 2,2-bis(glycidyloxymethyl)propionate